(1R,2R,3R,Z)-5-((E)-2-((1R,3aS,7aR)-1-((R)-6-hydroxy-6-methylhept-2-yl)-7a-methylhexahydro-1H-inden-4(2H)-ylidene)ethylidene)-2-(3-hydroxypropoxy)-4-methylenecyclohexane-1,3-diol OC(CCC[C@@H](C)[C@H]1CC[C@H]2\C(\CCC[C@]12C)=C\C=C\1/C([C@H]([C@@H]([C@@H](C1)O)OCCCO)O)=C)(C)C